N-(2-chloroethyl)methanesulfonamide CS(=O)(=O)NCCCl